2-chloro-9-(6-hydroxyspiro[3.3]heptan-2-yl)-7,9-dihydro-8H-purin-8-one ClC1=NC=C2NC(N(C2=N1)C1CC2(C1)CC(C2)O)=O